(6R)-6-{[7-bromo-2-(1-ethyl-3-methyl-1H-pyrazol-4-yl)[1,2,4]triazolo[1,5-c]quinazolin-5-yl]amino}-1,4-diazepan-5-one BrC1=CC=CC=2C=3N(C(=NC12)N[C@H]1C(NCCNC1)=O)N=C(N3)C=3C(=NN(C3)CC)C